C(CCCCCCCCCCCCCCCCCCCCCCC)(=O)O (15Z)-tetracosanoic acid